C=C1CC=C(C1)C(=O)O 4-methylenecyclopent-1-enecarboxylic acid